4-(4-methyl-1H-imidazol-2-yl)-1-{[4-(4,4,5,5-tetramethyl-1,3,2-dioxaborolan-2-yl)phenyl]carbonyl}piperidine CC=1N=C(NC1)C1CCN(CC1)C(=O)C1=CC=C(C=C1)B1OC(C(O1)(C)C)(C)C